FC(C1=NC=C(C(=C1)CO)C1=CC=C(C=C1)C1(COC1)C1=NC=2C(=NC=C(C2)C(F)(F)F)N1)(F)F [2-(trifluoromethyl)-5-(4-{3-[6-(trifluoromethyl)-3H-imidazo[4,5-b]pyridin-2-yl]oxetan-3-yl}phenyl)pyridin-4-yl]methanol